COC(N[C@@H]1[C@@H](N(CC1)C(=O)C1CCC1)CC=1C=C(C=CC1)C1=CC(=CC=C1)F)=O methyl{cis-1-(cyclobutanecarbonyl)-2-[(3'-fluoro[1,1'-biphenyl]-3-yl)methyl]pyrrolidin-3-yl}carbamate